C(C)(=O)OC/C=C(/C=O)\C (E)-4-acetoxy-2-methylbut-2-enal